2-(5-amino-2-methyl-6-oxopyrimidin-1(6H)-yl)-N-((1-(phenylsulfonyl)-1H-pyrrolo[3,2-c]pyridine-2-yl)methyl)acetamide NC1=CN=C(N(C1=O)CC(=O)NCC1=CC=2C=NC=CC2N1S(=O)(=O)C1=CC=CC=C1)C